chloro-2-methyl-2H-isothiazol ClC1N(SC=C1)C